FC(OC1=CC=C(C=C1)C1=CN=C2N1C=CN=C2NC2=CC(=C(C=C2)C(=O)N2CCN(CC2)C(=O)C2(CCNCC2)F)C)F [4-[[3-[4-(difluoromethoxy)phenyl]imidazo[1,2-a]pyrazin-8-yl]amino]-2-methylphenyl]-[4-(4-fluoropiperidine-4-carbonyl)piperazin-1-yl]methanone